NCCNC(=O)C=1C=NC=CC1NC1=CC(=NC=C1C(C)C)C1=C(C=CC(=C1)Cl)F N-(2-aminoethyl)-4-[[2-(5-chloro-2-fluoro-phenyl)-5-isopropyl-4-pyridyl]amino]pyridine-3-carboxamide